BrC=1N=NOC1 bromooxadiazole